tert-butyl 4-(4-(((benzyloxy)carbonyl)amino)-3-methyl-5-nitrophenyl)-3,6-dihydropyridine-1(2H)-carboxylate C(C1=CC=CC=C1)OC(=O)NC1=C(C=C(C=C1[N+](=O)[O-])C=1CCN(CC1)C(=O)OC(C)(C)C)C